N1=CNC=2N=CC=3C=C(N=CC3C21)C=2C(=CC(=NC2)C(CC)=O)C 1-(5-(3H-imidazo[4,5-c][2,6]naphthyridin-7-yl)-4-methylpyridin-2-yl)propan-1-one